(R)-N-(5-(4-fluoro-3-methoxyphenoxy)-2-methoxyphenyl)-1-methyl-5-oxopyrrolidine-2-carboxamide FC1=C(C=C(OC=2C=CC(=C(C2)NC(=O)[C@@H]2N(C(CC2)=O)C)OC)C=C1)OC